ClC=1C=CC(=NC1)C1=NN(CC1C1=CC=CC=C1)C(=O)N=NC(C)=O 3-(5-chloropyridin-2-yl)-N-acetylimino-4-phenyl-4,5-dihydropyrazole-1-carboxamide